(8S,12S)-3,10-dioxo-1-phenyl-2-oxa-4,9,11-triazatetradecane-8,12,14-tricarboxylic acid tri-tert-butyl ester C(C)(C)(C)OC(=O)[C@H](CCCNC(OCC1=CC=CC=C1)=O)NC(N[C@@H](CCC(=O)OC(C)(C)C)C(=O)OC(C)(C)C)=O